1-{4-[4-({3-methyl-4-[(1-methyl-1,3-benzodiazol-5-yl)oxy]phenyl}amino)pyrido[3,4-d]pyrimidin-6-yl]piperazin-1-yl}prop-2-en-1-one CC=1C=C(C=CC1OC1=CC2=C(N(C=N2)C)C=C1)NC=1C2=C(N=CN1)C=NC(=C2)N2CCN(CC2)C(C=C)=O